2,8,11,14,18,21,24,30,33,36,39-undecazatetracyclo[37.5.1.04,8.026,30]pentatetracont-42-ene C12NCC3CCCN3CCNCCNCCCNCCNCCNCC3CCCN3CCNCCNCCN(CCC=CC1)C2